C(C)OC(CCC=1C=C2CCN(CC2=CC1)C1=NC(=C(C=C1F)F)OC1CCC1)=O 3-(2-(6-cyclobutoxy-3,5-difluoropyridin-2-yl)-1,2,3,4-tetrahydroisoquinolin-6-yl)propionic acid ethyl ester